6-(6-ethynyl-4-methylpyridin-3-yl)-5-{3-fluoro-4-[(4-methylpyrimidin-2-yl)oxy]phenyl}furo[2,3-d]pyrimidin-4-amine C(#C)C1=CC(=C(C=N1)C1=C(C2=C(N=CN=C2N)O1)C1=CC(=C(C=C1)OC1=NC=CC(=N1)C)F)C